C(C)(C)(C)OC(=O)N1CC(C(C1)F)N(C)C.C(C)(C)(C)C=1C=C(CC=2C(=C(C=CC2)CC2=CC(=C(C(=C2)C(C)(C)C)O)C(C)(C)C)CC2=CC(=C(C(=C2)C(C)(C)C)O)C(C)(C)C)C=C(C1O)C(C)(C)C tri(3,5-di-tert-butyl-4-hydroxybenzyl)benzene tert-butyl-3-(dimethylamino)-4-fluoropyrrolidine-1-carboxylate